(S)-1-(2-(6-(((R)-1-(5-fluoro-2-methoxyphenyl)ethyl)amino)imidazo[1,2-b]pyridazin-3-yl)pyridin-4-yl)propan-2-ol FC=1C=CC(=C(C1)[C@@H](C)NC=1C=CC=2N(N1)C(=CN2)C2=NC=CC(=C2)C[C@H](C)O)OC